N-(cis-4-((5-(quinolin-6-yl)-4-(trifluoromethoxy)pyrrolo[2,1-f][1,2,4]triazin-2-yl)amino)cyclohexyl)acetamide N1=CC=CC2=CC(=CC=C12)C=1C=CN2N=C(N=C(C21)OC(F)(F)F)N[C@H]2CC[C@H](CC2)NC(C)=O